4,4'-diamino-2,2'-dimethoxybiphenyl NC1=CC(=C(C=C1)C1=C(C=C(C=C1)N)OC)OC